CC(C=COC(CC)CCCCC)CCCCCCCCC 3-methyl-1-(octan-3-yloxy)dodec-1-ene